C(#C)C=1C2=C(C(=C(C3=CC=C4C=CC=C(C1)C4=C32)C#C)C#C)C#C tetraethynyl-pyrene